4-(4-azidobutyl)-1-(4-nitrophenyl)pyrrolidin-2-one N(=[N+]=[N-])CCCCC1CC(N(C1)C1=CC=C(C=C1)[N+](=O)[O-])=O